(8S)-N-((R)-1-(4-carbamimidoylthiophen-2-yl)ethyl)-7-((9-methoxy-9H-fluorene-3-carbonyl)glycyl)-1,4-dioxa-7-azaspiro[4.4]nonane-8-carboxamide C(N)(=N)C=1C=C(SC1)[C@@H](C)NC(=O)[C@H]1N(CC2(OCCO2)C1)C(CNC(=O)C=1C=CC=2C(C3=CC=CC=C3C2C1)OC)=O